2-((2R,6S)-2,6-Dimethyltetrahydro-2H-pyran-4-yl)quinolin C[C@H]1O[C@H](CC(C1)C1=NC2=CC=CC=C2C=C1)C